3',4',4-trihydroxystilbene OC=1C=C(C=CC2=CC=C(C=C2)O)C=CC1O